C1CCC12COCCC2 6-oxaspiro[3.5]nonane